5-(2-Isopropyl-4,5-dimethoxy-benzyl)-N4-isoxazol-5-ylmethyl-pyrimidine-2,4-diamine C(C)(C)C1=C(CC=2C(=NC(=NC2)N)NCC2=CC=NO2)C=C(C(=C1)OC)OC